4-amino-N-(4-methoxyphenyl)-2-(4-(thiazol-2-yl)piperazin-1-yl)pyrimidine-5-carboxamide NC1=NC(=NC=C1C(=O)NC1=CC=C(C=C1)OC)N1CCN(CC1)C=1SC=CN1